tert-butyl 2-((R)-1-(4-(((R)-2,6-dioxopiperidin-3-yl)amino)-2-fluorophenyl)-4-hydroxyazepan-4-yl)acetate O=C1NC(CC[C@H]1NC1=CC(=C(C=C1)N1CC[C@@](CCC1)(O)CC(=O)OC(C)(C)C)F)=O